1-((3R,4S)-3,4-dihydroxypiperidin-1-yl)-2-phenyl-2-(4-thioxo-1,4-dihydro-5H-pyrazolo[3,4-d]pyrimidin-5-yl)ethan-1-one O[C@@H]1CN(CC[C@@H]1O)C(C(N1C=NC2=C(C1=S)C=NN2)C2=CC=CC=C2)=O